7-bromo-3-(4-(4,4-dimethylpiperidin-1-yl)phenyl)-4,6-difluoro-5-methoxybenzo[d]oxazol-2(3H)-one BrC1=C(C(=C(C=2N(C(OC21)=O)C2=CC=C(C=C2)N2CCC(CC2)(C)C)F)OC)F